2-((2R,3S,4S,5R)-3-(3,4-difluoro-2-methoxyphenyl)-4,5-dimethyl-5-(trifluoromethyl)tetrahydrofuran-2-yl)pyrimidin-4(1H)-one FC=1C(=C(C=CC1F)[C@H]1[C@@H](O[C@]([C@H]1C)(C(F)(F)F)C)C=1NC=CC(N1)=O)OC